C(C)OC(=O)C1=NC(=C(N=C1N1CCC2([C@@H]([C@@H](OC2)C)NC(=O)OC(C)(C)C)CC1)C)SC1=C(C=2N(C=C1)C=CN2)Cl 3-((3S,4S)-4-((tert-Butoxycarbonyl)amino)-3-methyl-2-oxa-8-azaspiro[4.5]decan-8-yl)-6-((8-chloroimidazo[1,2-a]pyridin-7-yl)thio)-5-methylpyrazine-2-carboxylic acid ethyl ester